(pyridyldithio) anilinocaproate N(C1=CC=CC=C1)C(C(=O)OSSC1=NC=CC=C1)CCCC